3-(difluoromethyl)-1-(3-methyl-6-(2-methyl-2H-pyrazolo[3,4-b]pyridin-5-yl)thieno[2,3-b]pyridin-2-yl)cyclobutanol FC(C1CC(C1)(O)C1=C(C=2C(=NC(=CC2)C2=CC=3C(N=C2)=NN(C3)C)S1)C)F